C(#N)N1C[C@@H]2N(CC[C@@H]2C1)C(=O)NC1=C(C=C(C=C1)C#N)F (3aR,6aR)-5-cyano-N-(4-cyano-2-fluorophenyl)hexahydropyrrolo[3,4-b]pyrrole-1(2H)-carboxamide